COC1=C(CNCCC2=C(C=C(C(=C2)OC)SC(C)C)OC)C=CC=C1 N-(2-methoxybenzyl)-1-[2,5-dimethoxy-4-(isopropylthio)phenyl]-2-amino-ethane